C(C)(C)(C)OC(=O)N1CCC2(CC1)C(C1=CC(=CC=C1C2)C#N)=O 6-cyano-1-oxo-spiro[indan-2,4'-piperidine]-1'-carboxylic acid tert-butyl ester